N-[5-[[4-(2,2-Difluoroethyl)piperazin-1-yl]methyl]pyridin-2-yl]-5-fluoro-4-(2-methyl-3-propan-2-ylthieno[2,3-d]imidazol-5-yl)pyrimidin-2-amine FC(CN1CCN(CC1)CC=1C=CC(=NC1)NC1=NC=C(C(=N1)C1=CC2=C(N(C(=N2)C)C(C)C)S1)F)F